5-{[5-(3-Chlorophenyl)-6-ethoxypyridin-3-yl]methyl}pyrimidin ClC=1C=C(C=CC1)C=1C=C(C=NC1OCC)CC=1C=NC=NC1